tetraglyceryl tetraisostearate C(CCCCCCCCCCCCCCC(C)C)(=O)OCC(O)CO.C(CCCCCCCCCCCCCCC(C)C)(=O)OCC(O)CO.C(CCCCCCCCCCCCCCC(C)C)(=O)OCC(O)CO.C(CCCCCCCCCCCCCCC(C)C)(=O)OCC(O)CO